butenyl glycidyl ether C(C1CO1)OC=CCC